1-(2,2-diphenylvinyl)tetrahydro-1H-thiophene trifluoromethanesulfonate FC(S(=O)(=O)O)(F)F.C1(=CC=CC=C1)C(=CS1CCCC1)C1=CC=CC=C1